tert-Butyl (7-(hydroxymethyl)-2-phenyl-2H-indazol-3-yl)carbamate OCC1=CC=CC2=C(N(N=C12)C1=CC=CC=C1)NC(OC(C)(C)C)=O